4,6-dichloro-benzo[d]thiazol-2-amine ClC1=CC(=CC2=C1N=C(S2)N)Cl